7-((4-(2-methyl-6-(methylcarbamoyl)pyridin-3-yl)piperazin-1-yl)methyl)-1-methyl-1,5-dihydro-4H-pyrazolo[4,3-c]quinolin-4-one CC1=NC(=CC=C1N1CCN(CC1)CC=1C=CC=2C3=C(C(NC2C1)=O)C=NN3C)C(NC)=O